2-amino-7,8,9,10-tetrahydrophenanthridin-6(5H)-one NC1=CC=2C=3CCCCC3C(NC2C=C1)=O